1-(4-vinylbenzyl)-pyridinium chloride [Cl-].C(=C)C1=CC=C(C[N+]2=CC=CC=C2)C=C1